(2-Chloro-3-cyclopropyl-5-{[2,6-dimethyl-4-(2-phenylethoxy)benzoyl]amino}phenyl)acetic acid ClC1=C(C=C(C=C1C1CC1)NC(C1=C(C=C(C=C1C)OCCC1=CC=CC=C1)C)=O)CC(=O)O